N-(2-chloro-6-methylphenyl)-2-((6-(4-(((2-(2,6-dioxopiperidin-3-yl)-1-oxoisoindolin-5-yl)methyl)(methyl)amino)piperidin-1-yl)-2-methylpyrimidin-4-yl)amino)thiazole-5-carboxamide ClC1=C(C(=CC=C1)C)NC(=O)C1=CN=C(S1)NC1=NC(=NC(=C1)N1CCC(CC1)N(C)CC=1C=C2CN(C(C2=CC1)=O)C1C(NC(CC1)=O)=O)C